C(C)(C)(C)OC(CN1CCN(CCOCCN(CCN(CCOCC1)CC(OC(C)(C)C)=O)CC(OC(C)(C)C)=O)CC(=O)O)=O 2-(7,13,16-tris(2-(tert-butoxy)-2-oxoethyl)-1,10-dioxa-4,7,13,16-tetraazacyclooctadecan-4-yl)acetic acid